tert-butyl (4-((4-amino-2-butyl-1H-imidazo[4,5-d]thieno[3,2-b]pyridin-1-yl)methyl) benzyl)carbamate NC1=C2C(=C3C(=N1)C=CS3)N(C(=N2)CCCC)CC2=CC=C(CNC(OC(C)(C)C)=O)C=C2